C(C)(=O)C=1C(=C(SC1N)C(=O)NC1=C(C=C(C=C1)C)C)C 4-acetyl-5-amino-N-(2,4-dimethylphenyl)-3-methylthiophene-2-carboxamide